α-methyl-α-phenyl-ε-caprolactone CC1(C(=O)OCCCC1)C1=CC=CC=C1